C(C)(C)(C)C1=CC=C(CNC(=O)C2=CC=C3C(=C(N(C3=C2)C)C)CC=2C=CC(=C(OCC(=O)O)C2)Cl)C=C1 2-(5-((6-((4-(tert-butyl)benzyl)carbamoyl)-1,2-dimethyl-1H-indol-3-yl)methyl)-2-chlorophenoxy)acetic acid